tert-butyl N-(8-{[(3S,4R)-3-fluoro-1-methylpiperidin-4-yl] amino}-2-(3-{[2-methoxy-4-(methylcarbamoyl) phenyl] amino} prop-1-yn-1-yl)imidazo[1,2-a]pyridin-3-yl)-N-methylcarbamate F[C@H]1CN(CC[C@H]1NC=1C=2N(C=CC1)C(=C(N2)C#CCNC2=C(C=C(C=C2)C(NC)=O)OC)N(C(OC(C)(C)C)=O)C)C